C1(CC1)C1=NN(C=C1C1=NC=C(C2=C1C=CN2)F)[C@@H]2C[C@H](C2)CN (trans-3-(3-cyclopropyl-4-(7-fluoro-1H-pyrrolo[3,2-c]pyridin-4-yl)-1H-pyrazol-1-yl)cyclobutyl)methylamine